5-Amino-8-furan-2-yl-1-methyl-3-[2-(pyridin-2-yloxy)-ethyl]-1,3-dihydro-[1,2,4]triazolo[5,1-i]purin-2-one NC=1N2C(C=3N(C(N(C3N1)CCOC1=NC=CC=C1)=O)C)=NC(=N2)C=2OC=CC2